N-(5-t-Butylisoxazol-3-yl)-1H-imidazole-1-carboxamide C(C)(C)(C)C1=CC(=NO1)NC(=O)N1C=NC=C1